FC=1C(=CC=2C3=C(NC(C2C1)=O)COC[C@H]3N(C(=O)NC3=CC=C(C=C3)F)C)F (S)-1-(8,9-difluoro-6-oxo-1,4,5,6-tetrahydro-2H-pyrano[3,4-c]isoquinolin-1-yl)-3-(4-fluorophenyl)-1-methylurea